C(C1=CC=CC=C1)OCCC=1N(C2=C(N1)C=CC=C2C2=CC=CC(=N2)N([C@H]2C[C@H](N(C2)C(=O)OC(C)(C)C)C(=O)O)C(=O)OC(C)(C)C)CCCNC (2S,4S)-4-[[6-[2-(2-benzyloxyethyl)-3-[3-(methylamino)propyl]benzimidazol-4-yl]-2-pyridyl]-tert-butoxycarbonyl-amino]-1-tert-butoxycarbonyl-pyrrolidine-2-carboxylic acid